bis(3-aminophenoxy)-3,3,3',3'-tetramethyl-1,1'-spirobiindane NC=1C=C(OC2(C3(C4=CC=CC=C4C2(C)C)CC(C2=CC=CC=C23)(C)C)OC2=CC(=CC=C2)N)C=CC1